6-hydroxy-2-(4-phenoxyphenyl)-9,10-dihydro-4H-benzo[d]pyrazolo[1,5-a][1,3]diazepine-3-carboxamide OC=1C=CC2=C(NC=3N(CC2)N=C(C3C(=O)N)C3=CC=C(C=C3)OC3=CC=CC=C3)C1